Cl.ClC1=C(C=CC=C1)[C@]1(C(CCCC1)=O)NC (2R)-2-(2-chlorophenyl)-2-(methylamino)cyclohexanone hydrochloride